CN1N=CC2=C1N(CCC2)CC2=CC(=C1CN(C(C1=C2)=O)C2=CC(=CC=C2)C2(COC2)CC2=NN=CN2C)C(F)(F)F 6-((1-methyl-1,4,5,6-tetrahydro-7H-pyrazolo[3,4-b]pyridin-7-yl)methyl)-2-(3-(3-((4-methyl-4H-1,2,4-triazol-3-yl)methyl)oxetan-3-yl)phenyl)-4-(trifluoromethyl)isoindolin-1-one